NC1=C2NC(N(C2=NC(=N1)SCCC)CC1=CC=C(C=C1)C)=O 6-amino-2-propylsulfanyl-9-(p-tolylmethyl)-7H-purin-8-one